BrC1=CC2=C(CN(C2=O)C(C(=O)O)C2=C(C=CC(=C2)F)OCOC)S1 2-(2-bromo-4-oxo-6H-thieno[2,3-c]pyrrol-5-yl)-2-[5-fluoro-2-(methoxymethoxy)phenyl]acetic acid